FC1=CC(=CC2=CC=3C[C@@](CCC3N=C12)(C(C)C)F)C(=O)N[C@H](CCN1C(CCCC1)CO)C=1C=NC(=CC1)C1=CN=NC=C1 (7S)-4,7-difluoro-7-isopropyl-N-[(1R)-3-[2-(hydroxymethyl)-1-piperidyl]-1-(6-pyridazin-4-yl-3-pyridyl)propyl]-6,8-dihydro-5H-acridine-2-carboxamide